[3,5,5-trimethylcyclohexyl]-amide CC1CC(CC(C1)(C)C)[NH-]